1-(tert-butyl)-N-(3-fluoro-2-methyl-4-(3-((1-propioloylpyrrolidin-2-yl)methoxy)pyridin-4-yl)benzyl)-1H-1,2,3-triazole-4-carboxamide C(C)(C)(C)N1N=NC(=C1)C(=O)NCC1=C(C(=C(C=C1)C1=C(C=NC=C1)OCC1N(CCC1)C(C#C)=O)F)C